BrC=1SC=C(N1)C1CC2=CC=CC=C2C=C1 2-(2-bromothiazol-4-yl)-1H-naphthalene